C(C)(C)(C)OC(NC1=C(C=CC(=C1)N1CCC(CC1)N(C1COCC1)C)N)=O tert-butyl(2-amino-5-(4-(methyl(tetrahydrofuran-3-yl)amino)piperidin-1-yl)phenyl)carbamate